C1(CC1)[C@]1(CNCN1)C[C@H](CC)C(=O)N1CC2=CC=C(C=C2C1)C(F)(F)F (s)-5-cyclopropyl-5-((s)-2-(5-(trifluoromethyl)isoindoline-2-carbonyl)butyl)imidazolidine